CN1C(C(=NC2=CC=CC=C12)C1N(C(CC1)=O)C)=O 1-methyl-3-(1-methyl-5-oxopyrrolidin-2-yl)quinoxalin-2(1H)-one